CNC(=O)[C@H]1CN(C[C@H](C1)NC1=NC=C(C(=N1)C1=CNC2=NC(=CC=C21)C=2SC=CN2)C(F)(F)F)C(=O)OC(C)(C)C tert-butyl (3R,5S)-3-(methylcarbamoyl)-5-[[4-(6-thiazol-2-yl-1H-pyrrolo[2,3-b]pyridin-3-yl)-5-(trifluoromethyl)pyrimidin-2-yl]amino]piperidine-1-carboxylate